(E)-(4-(1-(4-(4-(3-(4-(2-(2,6-dioxopiperidin-3-yl)-1,3-dioxoisoindolin-5-yl)piperazin-1-yl)propyl)piperidin-1-yl)phenyl)-2-phenylbut-1-en-1-yl)phenyl)boronic acid O=C1NC(CCC1N1C(C2=CC=C(C=C2C1=O)N1CCN(CC1)CCCC1CCN(CC1)C1=CC=C(C=C1)\C(=C(/CC)\C1=CC=CC=C1)\C1=CC=C(C=C1)B(O)O)=O)=O